(S)-3-[4-(ethylsulfonylimino)anilino]-5-(methylamino)-6-(3-methylimidazo[4,5-c]pyridin-7-yl)pyrazine-2-carboxamide C(C)S(=O)(=O)N=C1CC=C(NC=2C(=NC(=C(N2)NC)C=2C3=C(C=NC2)N(C=N3)C)C(=O)N)C=C1